(2R)-N-((R)-(3-chloro-4-(trifluoromethoxy)phenyl)(1-(trifluoromethyl)-1H-pyrazol-4-yl)methyl)-2-methyl-3-oxopiperazine-1-carboxamide ClC=1C=C(C=CC1OC(F)(F)F)[C@@H](NC(=O)N1[C@@H](C(NCC1)=O)C)C=1C=NN(C1)C(F)(F)F